C1(=CC=CC=C1)C(=C)C1=C(N)C=CC=C1 2-(1-phenyl-vinyl)aniline